7'-Chloro-5'-(1,4,5,6-tetrahydropyridin-2-yl)spiro[cyclopropane-1,3'-indolin]-2'-one ClC=1C=C(C=C2C3(C(NC12)=O)CC3)C=3NCCCC3